S1C=C(C2=C1C=CC=C2)C[C@@H](CNC(=O)N[C@@H](CC=2SC=CC2)C)N(C)C (S)-1-(3-(benzothien-3-yl)-2-(dimethylamino)propyl)-3-((R)-1-(thien-2-yl)propan-2-yl)urea